N-(3-methylbut-2-en-1-yl)-N-(1,3-dimethyl-2,4-dioxo-1,2,3,4-tetrahydropyrimidin-5-yl)-3-(4-(furan-2-carbonyl)piperazin-1-yl)propionamide CC(=CCN(C(CCN1CCN(CC1)C(=O)C=1OC=CC1)=O)C=1C(N(C(N(C1)C)=O)C)=O)C